N-ethoxyethyl-amide tetraacetate C(C)(=O)[O-].C(C)(=O)[O-].C(C)(=O)[O-].C(C)(=O)[O-].C(C)OCC[NH-]